(S)-2-((3-(3-fluorobenzyl)-4-((3-fluorobenzyl)oxy)benzyl)amino)propanamide FC=1C=C(CC=2C=C(CN[C@H](C(=O)N)C)C=CC2OCC2=CC(=CC=C2)F)C=CC1